acryloxynitrogen C(C=C)(=O)O[N]